2-(3-Chloro-6-methoxypyridin-2-yl)-6-(4-ethyl-3-(hydroxymethyl)-5-oxo-4,5-dihydro-1H-1,2,4-triazol-1-yl)-7-fluoro-4-isopropylisoquinolin-1(2H)-one ClC=1C(=NC(=CC1)OC)N1C(C2=CC(=C(C=C2C(=C1)C(C)C)N1N=C(N(C1=O)CC)CO)F)=O